C(C)(C)(C)[N-]C(=O)C1=CC=C(C=C1)C1=CC2=C(N(C(=N2)C(F)(F)F)C2=CC=CC=C2)C=C1 tert-butyl-(4-(1-phenyl-2-(trifluoromethyl)-1H-benzimidazol-5-yl)phenyl)carbonylamide